N-(5-(4-methylpiperazin-1-yl)pyridin-2-yl)propionamide CN1CCN(CC1)C=1C=CC(=NC1)NC(CC)=O